ClC=1C(=CC(=NC1)NC(C[C@H]1C[C@H](CCC1)C(=O)NC#N)=O)C1=C2N(N=C1)CC(C2)(C)C (1s,3r)-3-(2-((5-chloro-4-(5,5-dimethyl-5,6-dihydro-4H-pyrrolo[1,2-b]pyrazol-3-yl)pyridin-2-yl)amino)-2-oxoethyl)-N-cyanocyclohexane-1-carboxamide